C1N(CCC2=CC=CC=C12)CC1=CC(C(=CO1)OC1CC2(C1)CCN(CC2)C(=O)OC(C)(C)C)=O tert-butyl 2-((6-((3,4-dihydroisoquinolin-2(1H)-yl) methyl)-4-oxo-4H-pyran-3-yl) oxy)-7-azaspiro[3.5]nonane-7-carboxylate